C(CC(O)(C(=O)O)CC(=O)O)(=O)O.FC1=CC=C(S1)CC[C@@]1(CN(CC1)C(C)(C)C=1C=NC(=CC1)C)CNS(=O)(=O)NC1=CC=C(C=C1)F |o1:21| (R or S)-((3-(2-(5-fluorothiophen-2-yl)ethyl)-1-(2-(6-methylpyridin-3-yl)propan-2-yl)pyrrolidin-3-yl)methyl)sulfamoyl-4-fluorophenylamine citrate